acetic acid 3-(N-(3-(4-amino-7-methyl-7H-pyrrolo[2,3-d]pyrimidin-5-yl)-2-fluorophenyl) sulfamoyl)-2,5-dichlorobenzyl ester NC=1C2=C(N=CN1)N(C=C2C=2C(=C(C=CC2)NS(=O)(=O)C=2C(=C(COC(C)=O)C=C(C2)Cl)Cl)F)C